(3,5-dimethylphenyl)-5-(p-toluenesulfonyl)imidazo[1,2-a]pyrazine CC=1C=C(C=C(C1)C)C=1N=C2N(C(=CN=C2)S(=O)(=O)C2=CC=C(C)C=C2)C1